3-hydroxyhomopiperazine OC1CNCCCN1